C1=CC=CC=2C3=CC=CC=C3C(C12)COC(=O)N([C@@H](C(=O)O)CC1=CC=CC=C1)C (2R)-2-[9H-fluoren-9-yl-methoxycarbonyl-(methyl)amino]-3-phenyl-propanoic acid